N-[2-[6-[3-(1-hydroxycyclopropyl)-1,2,4-triazol-1-yl]-2-azaspiro[3.3]heptane-2-carbonyl]-2-azaspiro[3.3]heptan-6-yl]-3-(trifluoromethyl)benzenesulfonamide OC1(CC1)C1=NN(C=N1)C1CC2(CN(C2)C(=O)N2CC3(C2)CC(C3)NS(=O)(=O)C3=CC(=CC=C3)C(F)(F)F)C1